6-(4-amino-4-methylpiperidin-1-yl)-3-[(2,3-dichlorophenyl)mercapto]-5-(hydroxymethyl)-1,2-dihydropyrazin-2-one NC1(CCN(CC1)C1=C(N=C(C(N1)=O)SC1=C(C(=CC=C1)Cl)Cl)CO)C